2-(3-Methyloxypropan-3-Yl)-6-phenyl-N4-(pyridin-4-yl)-1,3,5-triazine-2,4-diamine COC(CC)C1(NC(=NC(=N1)NC1=CC=NC=C1)C1=CC=CC=C1)N